COC=1C=C(CN(C2=CC=C(C=C2)CN2CCN(CC2)C)CC=2C=C(N(C)C)C=CC2)C=CC1 3-(((3-methoxybenzyl)(4-((4-methylpiperazin-1-yl)methyl)phenyl)amino)methyl)-N,N-dimethylaniline